C(C)(C)(C)OC(C(N)(CCCCNC(=O)N1N=NC(=C1)C1=CC=C(C=C1)Cl)C(=O)OC(C)(C)C)=O 2-(tert-Butoxycarbonyl)-N6-(4-(4-chlorophenyl)-1H-1,2,3-triazole-1-carbonyl)-L-lysine tert-butyl ester